O1[C@@H](COCC1)COC1=NC(N2C(C3=CC=C(C=C3CC2)CCC(C(C)(C)C)O)=C1)=O 2-((S)-1-[1,4]Dioxan-2-ylmethoxy)-9-(3-hydroxy-4,4-dimethyl-pentyl)-6,7-dihydro-pyrimido[6,1-a]isoquinolin-4-one